P(=S)(F)(F)C#N.P(=S)(F)(F)C#N.C(C(=O)O)(=O)O oxalic acid dithiocyanodifluorophosphate